propyl-dimethyl-monomethoxysilane C(CC)[Si](OC)(C)C